(E)-4-(6-(2-(3-methylbenzylidene)hydrazinyl)-9-(2-methylpyridin-4-yl)-9H-purin-2-yl)morpholine CC=1C=C(\C=N\NC2=C3N=CN(C3=NC(=N2)N2CCOCC2)C2=CC(=NC=C2)C)C=CC1